N[C@H](C(=O)OC[C@H]1O[C@@]([C@@H]([C@@H]1O)O)(C#N)C1=CC=C2C(=NC=NN21)NC(=O)OCOC(C)=O)C(C)(C)C ((2R,3S,4R,5R)-5-(4-(((acetoxymethoxy)carbonyl)amino) pyrrolo[2,1-f][1,2,4]triazin-7-yl)-5-cyano-3,4-dihydroxytetrahydrofuran-2-yl)methyl (S)-2-amino-3,3-dimethylbutanoate